Ethyl-{[4-bromo-5-(3,4-difluorophenyl)-1-(2-fluorophenyl)-1H-pyrazol-3-yl]sulfanyl} acetat C(C)(=O)OSC1=NN(C(=C1Br)C1=CC(=C(C=C1)F)F)C1=C(C(=CC=C1)CC)F